NC(C(=O)OCC)(C(=O)NC(C1=CC=C(C=C1)Cl)C1=CC=C(C=C1)Cl)C ethyl 2-amino-3-((bis(4-chlorophenyl) methyl) amino)-2-methyl-3-oxopropanoate